ClC=1C=C2C(N(C(C2=CC1)=O)C1=NC=CC2=C(C(=C(C(=C12)C1=CC=CC=C1)C1=CC=CC=C1)C1=CC=CC=C1)C1=CC=CC=C1)(C)C 5-chloro-3,3-dimethyl-2-(5,6,7,8-tetraphenyl-1-isoquinolinyl)isoindol-1-one